ClC1=CC(=C(C=C1)C1CCN(CC1)C1=CC(=C(C=C1)CC(=O)OCC)F)F ethyl 2-[4-[4-(4-chloro-2-fluoro-phenyl)-1-piperidyl]-2-fluoro-phenyl]acetate